N=1NN=NC1C=1C=C(C=CC1)NC(=O)C=1C=C2C(=NC1Cl)N=C(O2)N2CCOCC2 N-(3-(2H-Tetrazol-5-yl)phenyl)-5-chloro-2-morpholinooxazolo[4,5-b]pyridine-6-carboxamide